(5-(6-ethyl-2,6-diazaspiro[3.3]hept-2-yl)pyridin-2-yl)-5-fluoro-4-(3-(2-methoxypropan-2-yl)-2,6-dimethyl-2H-thieno[3,2-c]pyrazol-5-yl)pyrimidin-2-amine C(C)N1CC2(CN(C2)C=2C=CC(=NC2)C2=C(C(=NC(=N2)N)C2=C(C3=NN(C(=C3S2)C(C)(C)OC)C)C)F)C1